O=C1NC(CCC1N1C(C2=CC=C(C=C2C1=O)NCCCCCCCCNC(C1=CC=C(C(=O)NC2=CC3=C(NC(=N3)CN3[C@H](CCC3)C)C=C2)C=C1)=O)=O)=O N1-(8-((2-(2,6-dioxopiperidin-3-yl)-1,3-dioxoisoindolin-5-yl)amino)octyl)-N4-(2-(((S)-2-methylpyrrolidin-1-yl)methyl)-1H-benzo[d]imidazol-5-yl)terephthalamide